3,6-di-tert-butyl-9-(3,5-dichlorophenyl)-9H-carbazole C(C)(C)(C)C=1C=CC=2N(C3=CC=C(C=C3C2C1)C(C)(C)C)C1=CC(=CC(=C1)Cl)Cl